tert-butyl (2-hydroxyethyl)glycinate OCCNCC(=O)OC(C)(C)C